4-nitro-3-(trifluoromethyl)aniline [N+](=O)([O-])C1=C(C=C(N)C=C1)C(F)(F)F